C1(CC1)C1=C(C(=NO1)C1=C(C=CC=C1Cl)Cl)COC1C[C@H]2CC[C@@H](C1)N2C2=NOC(=N2)C=2C(=C(C(=O)O)C=CC2)F 3-((1R,3r,5S)-(3-((5-cyclopropyl-3-(2,6-dichlorophenyl)isoxazol-4-yl)methoxy)-8-azabicyclo[3.2.1]octan-8-yl)-1,2,4-oxadiazol-5-yl)-2-fluorobenzoic acid